COC1=C(C=C(C=C1)OC)C=1N=C(SCC1)N (2,5-dimethoxy)phenyl-6H-1,3-thiazin-2-amine